(3R,4R)-4-((7-bromo-5-fluoropyrrolo[2,1-f][1,2,4]triazin-2-yl)amino)piperidin-3-ol 2,2,2-trifluoroacetate FC(C(=O)O)(F)F.BrC1=CC(=C2C=NC(=NN21)N[C@H]2[C@@H](CNCC2)O)F